1-(tert-butyloxycarbonyl)azetidin C(C)(C)(C)OC(=O)N1CCC1